4-(((1R,3s,5S)-8-((3,5-dimethylisoxazol-4-yl)sulfonyl)-8-azabicyclo[3.2.1]oct-3-yl)methyl)morpholine CC1=NOC(=C1S(=O)(=O)N1[C@H]2CC(C[C@@H]1CC2)CN2CCOCC2)C